FC=1C=CC(=C(CC23CNC(C(N2)C2=CC=C(C=N2)C=2C=C(NC2)C=2C=NN(C2)C)CC3)C1)O 4-(6-(4-(5-fluoro-2-hydroxybenzyl)-2,5-diazabicyclo[2.2.2]oct-6-yl)pyridin-3-yl)-2-(1-methyl-1H-pyrazol-4-yl)-1H-pyrrole